N-(1-(2-chloro-3-methylphenyl)ethyl)-4-methyl-7-morpholinophthalazin-1-amine ClC1=C(C=CC=C1C)C(C)NC1=NN=C(C2=CC=C(C=C12)N1CCOCC1)C